O=C1NC(CCC1C1=CC=C(CN2CCC(CC2)NC(C2=C(C=C(C(=C2)OC)NC2=NC=C(C(=N2)OC2=C3C(N(CC3=CC=C2)C)=O)C(F)(F)F)F)=O)C=C1)=O N-(1-(4-(2,6-dioxopiperidin-3-yl)benzyl)piperidin-4-yl)-2-fluoro-5-methoxy-4-((4-((2-methyl-3-oxoisoindolin-4-yl)oxy)-5-(trifluoromethyl)pyrimidin-2-yl)amino)benzamide